(7R)-2-chloro-N-[2-(1H-indol-3-yl)ethyl]-7-(trifluoromethyl)-7,8-dihydro-6H-pyrimido[5,4-b][1,4]oxazin-4-amine ClC=1N=C(C=2OC[C@@H](NC2N1)C(F)(F)F)NCCC1=CNC2=CC=CC=C12